5-fluoro-N-[1-(methylsulfonyl)piperidin-4-yl]-4-(3-oxo-5,6,7,8-tetrahydro[1,2,4]triazolo[4,3-a]pyridin-2(3H)-yl)-2-[(2S)-pentan-2-yloxy]benzamide FC=1C(=CC(=C(C(=O)NC2CCN(CC2)S(=O)(=O)C)C1)O[C@@H](C)CCC)N1N=C2N(CCCC2)C1=O